4-chloro-N-(1-methylpiperidin-3-yl)-6,7-dihydro-5H-cyclopenta[d]pyridazin-1-amine ClC1=C2C(=C(N=N1)NC1CN(CCC1)C)CCC2